C(N)(OCC1(CC1)CO)=O ((1-(hydroxymethyl) cyclopropyl) methyl) carbamate